3-bromo-6-methyl-4-[(2,4,6-trifluorobenzyl)oxy]pyridin-2(1H)-one trifluoroacetate FC(C(=O)O)(F)F.BrC=1C(NC(=CC1OCC1=C(C=C(C=C1F)F)F)C)=O